6-(4-Bromo-phenylamino)-7-fluoro-3H-benzoimidazole-5-carboxylic acid methyl ester COC(=O)C1=CC2=C(N=CN2)C(=C1NC1=CC=C(C=C1)Br)F